CN1N=C(C=C1C(F)(F)F)CC1CC2(CN(C2)C(=O)N2CC3(C2)NC(COC3)=O)C1 2-[6-[[1-methyl-5-(trifluoromethyl)pyrazol-3-yl]methyl]-2-azaspiro[3.3]heptane-2-carbonyl]-8-oxa-2,5-diazaspiro[3.5]nonan-6-one